FC=1C=C(OC2=C(C(=O)NC=3C=NC=CC3)C=C(C=N2)C(F)(F)F)C=CC1F 2-(3,4-difluorophenoxy)-N-(pyridin-3-yl)-5-(trifluoromethyl)nicotinamide